CN1C(C=2C(C=C1)=NNC2)=O 5-methyl-2H-pyrazolo[4,3-c]pyridin-4-one